N,N,N-trimethyl-4-oxobut-2-en-1-aminium C[N+](CC=CC=O)(C)C